N-[3-(3-methoxypiperidin-1-yl)-2,2-dimethyl-3-oxopropyl]-4H,5H,6H,7H,8H,9H-cycloocta[b]thiophene-2-carboxamide COC1CN(CCC1)C(C(CNC(=O)C1=CC2=C(S1)CCCCCC2)(C)C)=O